OCCCCCCOC1=CC=C(C=C1)C1=CC=C(C=C1)C(=O)OC1=C(C=C(C=C1)OC(=O)C1CCC(CC1)C1CCC(CC1)CCCCC)C methyl-4-((4'-pentyl-[1,1'-bi(cyclohexane)]-4-carbonyl)oxy)phenyl 4'-((6-hydroxyhexyl)oxy)-[1,1'-biphenyl]-4-carboxylate